3-(((9-cyclopentyl-2-(methylamino)-9H-purin-6-yl)amino)methyl)-4-ethyl-6-methylpyridin-2(1H)-one C1(CCCC1)N1C2=NC(=NC(=C2N=C1)NCC=1C(NC(=CC1CC)C)=O)NC